4-(tert-butoxycarbonyl)-6-(methylsulfanyl)-1,4-oxazepane-2-carboxylic acid C(C)(C)(C)OC(=O)N1CC(OCC(C1)SC)C(=O)O